N-[(3S)-9-fluoro-2-oxo-5-phenyl-1,3-dihydro-1,4-benzo-diazepin-3-yl]-2-(1-methylindazol-5-yl)-pyrazolo[1,5-a]pyrimidine-3-carboxamide FC1=CC=CC=2C(=N[C@@H](C(NC21)=O)NC(=O)C=2C(=NN1C2N=CC=C1)C=1C=C2C=NN(C2=CC1)C)C1=CC=CC=C1